2-[(4-fluorophenyl)methyl]-2-azaspiro[3.3]heptan-6-yl (2R,5S)-4-(6-fluoro-1,3-benzothiazol-2-yl)-2,5-dimethylpiperazine-1-carboxylate FC1=CC2=C(N=C(S2)N2C[C@H](N(C[C@@H]2C)C(=O)OC2CC3(CN(C3)CC3=CC=C(C=C3)F)C2)C)C=C1